3-(2,6-di-p-tolylpyrylium-4-yl)pyridin-1-ium bis(tetrafluoroborate) F[B-](F)(F)F.F[B-](F)(F)F.C1(=CC=C(C=C1)C1=[O+]C(=CC(=C1)C=1C=[NH+]C=CC1)C1=CC=C(C=C1)C)C